α-cyanohydroxycinnamic acid C(#N)C(C(=O)O)=C(C1=CC=CC=C1)O